N-(2-hydroxypropyl)-N-methyl-3-(2-methyl-1-oxo-1,2-dihydro-6-isoquinolinyl)-6-quinoxalinecarboxamide OC(CN(C(=O)C=1C=C2N=C(C=NC2=CC1)C=1C=C2C=CN(C(C2=CC1)=O)C)C)C